OC1=C(N2C(C3=C(C=CC=C13)C1=CC=C(C=C1)C(F)(F)F)=NC=N2)C(=O)NCC(=O)O (6-hydroxy-10-(4-(trifluoromethyl)phenyl)-[1,2,4]triazolo[5,1-a]isoquinoline-5-carbonyl)glycine